Azolol N1C(=CC=C1)O